methylbenzoate (methyl benzoate) CC1=C(C(=O)O)C=CC=C1.COC(C1=CC=CC=C1)=O